ClC1=CC=C(C=C1)C=1N=NN(C1)C(C(=O)NC1=C(C=C(C=C1)C)O)=C 2-(4-(4-chlorophenyl)-1H-1,2,3-triazol-1-yl)-N-(2-hydroxy-4-methylphenyl)acrylamide